4-(methoxy-d3)butan-1-ol C(OCCCCO)([2H])([2H])[2H]